CC1(NC(C2=CC=CC=C12)=O)C 3,3-Dimethylisoindol-1-one